OC(C(=O)O)C1=CC2=CC=CC=C2C=C1 2-hydroxy-2-(naphthalen-2-yl)acetic acid